FC(C1=CC=C(C=C1)/C=C/C(=O)C1=CC=C(OC(C(=O)O)C)C=C1)(F)F 2-[4-[(E)-3-[4-(Trifluoromethyl)phenyl]prop-2-enoyl]phenoxy]propanoic acid